fluorovinyl sulfide FC=CSC=CF